C(C)(C)(C)OC(=O)N1CCC(CC1)C#CC=1C=NC(=CC1F)Cl.N1CCC(CC1)CCS(=O)(=O)N 2-(piperidin-4-yl)ethanesulfonamide tert-Butyl-4-((6-chloro-4-fluoropyridin-3-yl)ethynyl)piperidine-1-carboxylate